(3S)-3-{[5-amino-1-({4-fluoro-2-methoxy-5-[(methylamino)-methyl]phenyl}methyl)-1H-pyrazolo[4,3-d]pyrimidin-7-yl]amino}hexan-1-ol NC=1N=C(C2=C(N1)C=NN2CC2=C(C=C(C(=C2)CNC)F)OC)N[C@H](CCO)CCC